The molecule is a cis-3-enoyl-CoA and a monounsaturated fatty acyl-CoA. It derives from an adipoyl-CoA. It is a conjugate acid of a cis-3,4-didehydroadipoyl-CoA semialdehyde(4-). CC(C)(COP(=O)(O)OP(=O)(O)OC[C@@H]1[C@H]([C@H]([C@@H](O1)N2C=NC3=C(N=CN=C32)N)O)OP(=O)(O)O)[C@H](C(=O)NCCC(=O)NCCSC(=O)C/C=C\\CC=O)O